2-(Difluoromethyl)-1-(4,6-di-4-morpholinyl-1,3,5-triazin-2-yl)-1H-benzimidazole FC(C1=NC2=C(N1C1=NC(=NC(=N1)N1CCOCC1)N1CCOCC1)C=CC=C2)F